C(C)C1CC(C1)CC 1,3-diethylcyclobutane